CC1=C(C=CC(=C1)C)S(=O)(=O)C=1N=NN2C1NC(C1=CC=C(C=C21)OC)=O 3-(2,4-dimethylphenyl)sulfonyl-8-methoxy-4H-triazolo[1,5-a]quinazolin-5-one